OC(CCNC(OC1CCC(CC1)C(N(CC12CCC(CC1)(CC2)C2=CC(=C(C=C2)OC)C)C2=NC=CC(=C2)C=2C=NN(C2)C(C)C)=O)=O)(C)C 4-((4-(1-Isopropyl-1H-pyrazol-4-yl)pyridin-2-yl)((4-(4-methoxy-3-methylphenyl)bicyclo[2.2.2]octan-1-yl)methyl) carbamoyl)cyclohexyl (3-hydroxy-3-methylbutyl)trans-carbamate